tert-Butyl N-(2-{[(2-{4-[4-cyano-2-(4-methyl-1,2,4-triazol-3-yl)phenyl]-6-cyclopropylpyridin-2-yl}-3-oxo-7-(trifluoromethyl)-1H-isoindol-5-yl)methyl]amino}ethyl)-N-methylcarbamate C(#N)C1=CC(=C(C=C1)C1=CC(=NC(=C1)C1CC1)N1CC2=C(C=C(C=C2C1=O)CNCCN(C(OC(C)(C)C)=O)C)C(F)(F)F)C1=NN=CN1C